N,N',N''-{1,4,7-triazecane-1,4,7-triyltris[methylene(2-hydroxy-5-methyl-3,1-phenylene)]}tris(2,3-dihydroxypropanamide) N1(CCN(CCN(CCC1)CC=1C(=C(C=C(C1)C)NC(C(CO)O)=O)O)CC=1C(=C(C=C(C1)C)NC(C(CO)O)=O)O)CC=1C(=C(C=C(C1)C)NC(C(CO)O)=O)O